bis(2-hexyloxyethyl) adipate C(CCCCC(=O)OCCOCCCCCC)(=O)OCCOCCCCCC